[[4-[(3-nitro-2-pyridyl)amino]phenyl]methyl]carbamate [N+](=O)([O-])C=1C(=NC=CC1)NC1=CC=C(C=C1)CNC([O-])=O